1-(4-hydroxyphenyl)-2-(N-methylamino)ethanol OC1=CC=C(C=C1)C(CNC)O